2-amino-4-(butylamino)pyridin NC1=NC=CC(=C1)NCCCC